ClC1=CC=C(C=C1)S(=O)(=O)NC=1C(=NN(C1C1CCOCC1)C)C(=O)N[C@@H](C)C(C)(C)C (S)-4-((4-chlorophenyl)sulfonamido)-N-(3,3-dimethylbutan-2-yl)-1-methyl-5-(tetrahydro-2H-pyran-4-yl)-1H-pyrazole-3-carboxamide